ClC=1C=CC(=C(C1)[C@H]1C[C@H](C1)NC(=O)C=1N=NN(C1)[C@H](C)C1=CC=C2C3(CNCC2=C1)CC3)C#N N-((cis)-3-(5-Chloro-2-cyanophenyl)cyclobutyl)-1-((R)-1-(2',3'-dihydro-1'H-spiro[cyclopropane-1,4'-isoquinolin]-7'-yl)ethyl)-1H-1,2,3-triazole-4-carboxamide